N1(CCC1)CC1=C(CN(C(=O)C=2N=CSC2)CC(NC=2C=C3CC4(C(NC5=NC=CC=C54)=O)CC3=CC2)=O)C=CC=C1 N-(2-(Azetidin-1-ylmethyl)benzyl)-N-(2-oxo-2-((2'-oxo-1,1',2',3-tetrahydrospiro[indene-2,3'-pyrrolo[2,3-b]pyridin]-5-yl)amino)ethyl)thiazole-4-carboxamide